FC=1C=C2C(=NC1)C(=C(N2)C2=CC(=NC=C2)NC(C)=O)C2=CC=CC=C2 N-[4-(6-fluoro-3-phenyl-1H-pyrrolo[3,2-b]pyridin-2-yl)pyridin-2-yl]acetamide